trans-4-(2-((R)-4-(2,3-dichlorophenyl)-2-methylpiperazin-1-yl)ethyl)cyclohexan-1-amine ClC1=C(C=CC=C1Cl)N1C[C@H](N(CC1)CC[C@@H]1CC[C@H](CC1)N)C